N1=CC=C(C=C1)CCNC(CCC)=O N-(2-(pyridin-4-yl)ethyl)butanamide